CN(CC[C@H](CSC1=CC=CC=C1)NC1=C(C=C(C=C1)S(=O)(=O)NC(=O)C1CCCCC1)[N+](=O)[O-])C (R)-N-((4-((4-(DIMETHYLAMINO)-1-(PHENYLTHIO)BUTAN-2-YL)AMINO)-3-NITROPHENYL)SULFONYL)CYCLOHEXANECARBOXAMIDE